C(C)(C)(C)OC(C[C@H](CCCC)NC1=NC(=NC(=C1CC1=C(C=CC(=C1)CC=1N=NNN1)OC)C)N)=O (S)-3-((5-(5-((2H-tetrazol-5-yl)methyl)-2-methoxybenzyl)-2-amino-6-methylpyrimidin-4-yl)amino)heptanoic acid tert-butyl ester